1-(7-(6-(2-cyclohexylethoxy)pyridin-3-yl)quinoxalin-2-yl)-3-isopropyl-1-methylurea C1(CCCCC1)CCOC1=CC=C(C=N1)C1=CC=C2N=CC(=NC2=C1)N(C(=O)NC(C)C)C